CC(C=C)(CCC=C(CC)C)CC(=O)[O-] 3,7-dimethyl-1,6-nonadien-3-ylacetate